6'-[2-(pyrrolidin-1-yl)ethoxy]-2',3'-dihydrospiro[cyclohexane-1,1'-indene]-4-carboxylic acid N1(CCCC1)CCOC1=CC=C2CCC3(C2=C1)CCC(CC3)C(=O)O